(S)-2-(3-(4-amino-7H-pyrrolo[2,3-d]pyrimidin-5-yl)benzylamino)-N-(1-(3,4-difluorophenyl)ethyl)nicotinamide NC=1C2=C(N=CN1)NC=C2C=2C=C(CNC1=C(C(=O)N[C@@H](C)C3=CC(=C(C=C3)F)F)C=CC=N1)C=CC2